1-[(2,6-Difluorophenyl)methyl]-N-[(6S)-4-methyl-5-oxo-7,8-dihydro-6H-pyrazolo[1,5-a][1,3]diazepin-6-yl]-1,2,4-triazol-3-carboxamid FC1=C(C(=CC=C1)F)CN1N=C(N=C1)C(=O)N[C@@H]1C(N(C=2N(CC1)N=CC2)C)=O